(-)-(5-{[2-(4-Chlorophenyl)imidazo[1,2-a]pyridin-3-yl]methyl}-2,5-diazabicyclo[2.2.2]oct-2-yl)(3-methoxyphenyl)methanone ClC1=CC=C(C=C1)C=1N=C2N(C=CC=C2)C1CN1C2CN(C(C1)CC2)C(=O)C2=CC(=CC=C2)OC